ClC=1C=C(C=CC1Cl)C1=CC=C(C=C1)C(C=CC=1C=C2N=CC=NC2=CC1)=O 1-(3',4'-dichloro-[1,1'-biphenyl]-4-yl)-3-(quinoxalin-6-yl)prop-2-en-1-one